1-[3-(5-chloro-2-pyridinyl)pyrazin-2-yl]ethanone tert-butyl-4-hydroxy-4-(6-methoxypyrazolo[1,5-a]pyridin-5-yl)piperidine-1-carboxylate C(C)(C)(C)OC(=O)N1CCC(CC1)(C1=CC=2N(C=C1OC)N=CC2)O.ClC=2C=CC(=NC2)C=2C(=NC=CN2)C(C)=O